N=1N=CN2C=NC(=CC21)OC2=C(C=C(C=C2)NC2=NC=NC1=CC(=C(C=C21)NC(C(=C)F)=O)F)C N-(4-((4-([1,2,4]triazolo[4,3-c]pyrimidin-7-yloxy)-3-methylphenyl)amino)-7-fluoroquinazolin-6-yl)-2-fluoroacrylamide